(S)-8-(5-((S)-2-Benzylpiperidin-1-yl)thiazol-2-yl)-9-oxooctahydro-2H-pyrazino[1,2-a]pyrazin C(C1=CC=CC=C1)[C@H]1N(CCCC1)C1=CN=C(S1)N1C([C@H]2N(CCNC2)CC1)=O